2-(1-((tert-butoxycarbonyl)amino)cyclopropyl)acetic acid C(C)(C)(C)OC(=O)NC1(CC1)CC(=O)O